1-(4-methoxyphenyl)-2-(tetrahydropyrimidine-2(1H)-ylidene)ethan-1-one COC1=CC=C(C=C1)C(C=C1NCCCN1)=O